7-methylisoquinoline-2-oxide CC1=CC=C2C=C[N+](=CC2=C1)[O-]